FC(C1=C(C=CC(=C1)[N+](=O)[O-])N1CCC(CC1)(O)CC(=O)OC(C)(C)C)F tert-butyl 2-(1-(2-(difluoromethyl)-4-nitrophenyl)-4-hydroxypiperidin-4-yl)acetate